tert-Butyl (3-cyano-6-methylpyridin-2-yl)-carbamate C(#N)C=1C(=NC(=CC1)C)NC(OC(C)(C)C)=O